C(C)OC(=O)[C@@H]1[C@H](CC[C@](C1)(C)O)NC(=O)OC(C)(C)C (1S,2S,5S)-2-((tert-Butoxycarbonyl)amino)-5-hydroxy-5-methylcyclohexane-1-carboxylic acid ethyl ester